NC1=C(C=C2C(C(=CN3C2=C1OCC3C)C(=O)O)=O)F 10-amino-9-fluoro-3-methyl-7-oxo-3,7-dihydro-2H-[1,4]oxazino[2,3,4-ij]quinoline-6-carboxylic acid